N,N-diethyl-4-(5-(7-(1-methyl-1H-pyrazol-4-yl)quinolin-5-yl)pyridin-2-yl)piperazine-1-carboxamide C(C)N(C(=O)N1CCN(CC1)C1=NC=C(C=C1)C1=C2C=CC=NC2=CC(=C1)C=1C=NN(C1)C)CC